(R)-5-(7-(4-chloro-3-(trifluoromethyl)benzoyl)-6-methyl-4-oxo-2-thioxo-1,2,5,6,7,8-hexahydropyrido[3,4-d]pyrimidin-3(4H)-yl)isoxazole-3-carboxylic acid ClC1=C(C=C(C(=O)N2CC=3NC(N(C(C3C[C@H]2C)=O)C2=CC(=NO2)C(=O)O)=S)C=C1)C(F)(F)F